methyl tetracos-15-enoate C(CCCCCCCCCCCCCC=CCCCCCCCC)(=O)OC